1-(3-fluoro-4-nitrophenyl)cyclopropane-1-carboxylate FC=1C=C(C=CC1[N+](=O)[O-])C1(CC1)C(=O)[O-]